C(#N)C1=CC(=C(C=C1)C1(OC2=C(O1)C=CC=C2C2=CC(=C(CC1=NC3=C(N1C[C@H]1OCC1)C=C(C=C3)C(=O)O)C=C2F)F)C)F 2-(4-(2-(4-cyano-2-fluorophenyl)-2-methylbenzo[d][1,3]dioxol-4-yl)-2,5-difluorobenzyl)-1-(((S)-oxetan-2-yl)methyl)-1H-benzo[d]imidazole-6-carboxylic acid